ClC(C1=NC(=NC(=N1)C1=CC=C(C2=CC=CC=C12)OC)C(Cl)(Cl)Cl)(Cl)Cl 2,6-bis(trichloromethyl)-4-(4-methoxynaphthalen-1-yl)-1,3,5-triazine